2,2,4,8-tetramethyl-N-(4-methylpentan-2-yl)-1,2-dihydroquinolin-7-amine CC1(NC2=C(C(=CC=C2C(=C1)C)NC(C)CC(C)C)C)C